C1CCC2=C(C=3CCCC3C=C12)NC(=O)N=[S@](=O)(N(C)C)C=1SC=C(C1)C(C)(C)O (S)-N'-((1,2,3,5,6,7-hexahydro-s-indacen-4-yl)carbamoyl)-4-(2-hydroxypropan-2-yl)-N,N-dimethylthiophene-2-sulfonimidamide